(S)-1-(1-((6'-chloro-3-fluoro-4'-((4-hydroxybutan-2-yl)amino)-[2,3'-bipyridin]-5-yl)methyl)piperidin-4-yl)cyclopropan-1-ol ClC1=CC(=C(C=N1)C1=NC=C(C=C1F)CN1CCC(CC1)C1(CC1)O)N[C@@H](C)CCO